methyl (2-(3-(5-(((S)-1-cyclopropylethyl)carbamoyl)-4H-1,2,4-triazol-3-yl)phenyl)oxazole-5-carbonyl)-L-valinate C1(CC1)[C@H](C)NC(=O)C=1NC(=NN1)C=1C=C(C=CC1)C=1OC(=CN1)C(=O)N[C@@H](C(C)C)C(=O)OC